methyl-iodosulfone CS(=O)(=O)I